NC1=C(C=NN1C(C)(C)C)C(=O)NCC#CC1=NN2C(C=CC=C2Cl)=C1C=C 5-amino-1-tert-butyl-N-(3-(7-chloro-3-vinylpyrazolo[1,5-a]pyridin-2-yl)prop-2-yn-1-yl)-1H-pyrazole-4-carboxamide